C([C@H](O)C1=CC=CC=C1)(=O)O D-mandelic acid